N[C@H]1[C@@H](CN(CC1)CC=1C=CN2N=CN=C(C21)NC2=CC(=CC=C2)OC)O (3R,4R)-4-Amino-1-((4-((3-methoxyphenyl)amino)pyrrolo[2,1-f][1,2,4]triazin-5-yl)methyl)piperidin-3-ol